1-(((6-(trifluoromethyl)pyridin-3-yl)methyl)amino)pyrrolidin-2-one FC(C1=CC=C(C=N1)CNN1C(CCC1)=O)(F)F